1-(6-(1H-pyrazol-4-yl)-2,3,4,9-tetrahydro-1H-carbazol-3-yl)-3-(4-chloro-3-trifluoromethylphenyl)urea N1N=CC(=C1)C=1C=C2C=3CC(CCC3NC2=CC1)NC(=O)NC1=CC(=C(C=C1)Cl)C(F)(F)F